2-methoxythiochromene COC1SC2=CC=CC=C2C=C1